6'-chloro-1'-(6-(1,1-difluoroethyl)-5-fluoropyridin-2-yl)-1',2'-dihydrospiro[cyclopropan-1,3'-pyrrolo[3,2-c]pyridine] ClC1=CC2=C(C=N1)C1(CN2C2=NC(=C(C=C2)F)C(C)(F)F)CC1